4-methoxy-2,4-dimethylvaleronitrile COC(CC(C#N)C)(C)C